C1(=CC=C(C=C1)C\C(\C(=O)O)=N/OC1OCCCC1)C1=CC=CC=C1 (E)-3-([1,1'-biphenyl]-4-yl)-2-(((tetrahydro-2H-pyran-2-yl)oxy)imino)propanoic acid